C(C1=CC=CC=C1)N1C(N(CC1)CC1=CC=CC=C1)CCCC1=CC=CC=C1 1,3-dibenzyl-2-(phenylpropyl)imidazolidine